CC1(CN(C2=CC(=CC=C12)N1C(N(C(C1=O)(C)C)CC1=CC(=NC=C1)NC([2H])([2H])[2H])=O)S(=O)(=O)C)C 3-(3,3-dimethyl-1-(methylsulfonyl)indolin-6-yl)-5,5-dimethyl-1-((2-((methyl-d3)amino)pyridin-4-yl)methyl)imidazolidine-2,4-dione